1-(1'-mercaptoethylthio)-2,3-dimercaptopropane SC(C)SCC(CS)S